bis(dimethylamino)dibutyltin CN(C)[Sn](CCCC)(CCCC)N(C)C